CNCCC1=CNC2=CC=CC(=C12)OS N-Methyl-2-(4-sulfanyloxy-1H-indol-3-yl)ethanamine